N-[3-({[2-({4-[(3-fluoroazetidin-1-yl)carbonyl]phenyl}amino)-5-(trifluoromethyl)pyrimidin-4-yl]amino}methyl)pyridin-2-yl]-N-methylmethane-sulfonamide FC1CN(C1)C(=O)C1=CC=C(C=C1)NC1=NC=C(C(=N1)NCC=1C(=NC=CC1)N(S(=O)(=O)C)C)C(F)(F)F